N(=C=O)CCCC(CCCCN=C=O)CN=C=O 1,8-diisocyanato-4-(isocyanatomethyl)octane